(1S,3r)-3-((S)-3-(azetidine-3-yl)piperidin-1-yl)-1-methylcyclobutane-1-carboxylic acid methyl ester COC(=O)C1(CC(C1)N1C[C@H](CCC1)C1CNC1)C